Gallium Indium Tin [Sn].[In].[Ga]